FC1=C(C=CC(=C1)F)CC1=C(N(C=C(C1=O)C(=O)N)NC(C=C)C)C(=O)N[C@H](C=C)CO [(2,4-difluorophenyl)methyl]-N2-[(1R)-1-(hydroxymethyl)allyl]-1-(1-methylallylamino)-4-oxo-pyridine-2,5-dicarboxamide